benzindole iodonium salt [IH2+].N1C=CC2=CC=C3C(=C12)C=CC=C3